4-[4-(pyridin-3-yl)-8,11,14,16-tetraazatetracyclo[8.6.0.02,7.011,15]Hexadec-1(10),2,4,6,8,12,14-heptaen-16-yl]Phenyl-propionitrile N1=CC(=CC=C1)C=1C=C2C=3N(C4=NC=CN4C3C=NC2=CC1)C1=CC=C(C=C1)C(C#N)C